8-methoxy-2-methyl-3-(methyl-d3)quinoline-6-carboxylic acid COC=1C=C(C=C2C=C(C(=NC12)C)C([2H])([2H])[2H])C(=O)O